C(C)(=O)N1N=C(C=C1C=1C=NC=CC1)C(=O)C1N(CCNC1)C(=O)NC1=CC(=CC=C1)Cl (1-acetyl-5-(pyridin-3-yl)-1H-pyrazole-3-carbonyl)-N-(3-chlorophenyl)piperazine-1-carboxamide